4-(3-cyclopropyl-4-ethyl-5-oxo-4,5-dihydro-1H-1,2,4-triazol-1-yl)-N-(2,6-difluorophenyl)-5-fluoro-2-{[(2S)-1,1,1-trifluoropropan-2-yl]oxy}benzamide C1(CC1)C1=NN(C(N1CC)=O)C1=CC(=C(C(=O)NC2=C(C=CC=C2F)F)C=C1F)O[C@H](C(F)(F)F)C